FC1=CC=C2C(CCNC2=C1)C(=O)OC methyl 7-fluoro-1,2,3,4-tetrahydroquinoline-4-carboxylate